3-fluoro-5-[4-(trifluoromethoxy)phenoxy]-2-(trifluoromethyl)isonicotinic acid ethyl ester C(C)OC(C1=C(C(=NC=C1OC1=CC=C(C=C1)OC(F)(F)F)C(F)(F)F)F)=O